C(CCC)[Sn]CCCC dibutyl-tin